N-(6-chloro-[1,3]dioxolo[4,5-b]pyridin-5-yl)carbamate ClC=1C=C2C(=NC1NC([O-])=O)OCO2